acenaphthoquinone diimine C1(C(C2=CC=CC3=CC=CC1=C23)=N)=N